2-(2-chloro-6-fluorobenzyl)-N-(2,3-dihydro-1,4-benzodioxin-6-yl)-8-methyl-4,5-dihydro-2H-furo[2,3-g]indazole-7-carboxamide ClC1=C(CN2N=C3C4=C(CCC3=C2)OC(=C4C)C(=O)NC4=CC2=C(OCCO2)C=C4)C(=CC=C1)F